C(CCCCC)OC(CCCCC(CCCCCC)SC1=NC(=NC(=N1)SCCCCCCCCCC)NCCN1CCC(CC1)C)=O 6-((4-(decylthio)-6-((2-(4-methylpiperidin-1-yl)ethyl)amino)-1,3,5-triazin-2-yl)thio)dodecanoic acid hexyl ester